8-(4-(difluoromethoxy)phenyl)-2-ethoxy-6-(1-methyl-1H-benzo[d]imidazol-6-yl)pyrido[2,3-d]pyrimidin-7(8H)-one FC(OC1=CC=C(C=C1)N1C(C(=CC2=C1N=C(N=C2)OCC)C=2C=CC1=C(N(C=N1)C)C2)=O)F